methyl 6-(4-methoxyphenyl)-1H-indole-2-carboxylate COC1=CC=C(C=C1)C1=CC=C2C=C(NC2=C1)C(=O)OC